C(C)N1C2=C(C=CC1=O)N(C=C2C2=NC(=NC(=C2)OC2CCC(CC2)C(F)(F)F)C)S(=O)(=O)C2=CC=C(C=C2)C 4-ethyl-3-(2-methyl-6-{[(1r,4r)-4-(trifluoromethyl)cyclohexyl]oxy}pyrimidin-4-yl)-1-(4-methylbenzenesulfonyl)-1H,4H,5H-pyrrolo[3,2-b]pyridin-5-one